C(C)(C)(C)OC(=O)NCCOCCN1C(=NC=2C=[N+](C=3C=CC=CC3C21)[O-])CCCC 1-(2-(2-(Tert-Butoxycarbonylamino)ethoxy)ethyl)-2-butyl-1H-imidazo[4,5-c]quinoline 5-oxide